terephthalic monoamide C(C1=CC=C(C(=O)O)C=C1)(=O)N